5-((5-chloro-2-fluoropyrimidin-4-yl)amino)-3-(3-hydroxy-3-methylbutyl)-1-methyl-1,3-dihydro-2H-imidazo[4,5-b]pyrazin-2-one ClC=1C(=NC(=NC1)F)NC=1N=C2C(=NC1)N(C(N2CCC(C)(C)O)=O)C